FC(C(C(C(C(F)(F)F)([O-])C(F)(F)F)(F)F)([O-])C(F)(F)F)(F)F.ClC=1C=C(C[C@@H]2N(CCCC2)C[C@@H](COC2=CC=C(C=C2)S(=O)(=O)C)O)C=CC1 (S)-1-((R)-2-(3-chlorobenzyl)piperidin-1-yl)-3-(4-(methylsulfonyl)phenoxy)propan-2-ol 1,1,1,3,3,5,5,5-octafluoro-2,4-bis-trifluoromethylpentane-2,4-diolate